2-methoxy-12H-benzothiopyrano[2,3-c]Quinolin-12-one COC=1C=C2C3=C(C=NC2=CC1)SC1=C(C3=O)C=CC=C1